(S)-ethyl 3-(5-bromo-2,3-dihydrospiro[indene-1,2'-morpholin]-4'-yl)propanoate BrC=1C=C2CC[C@@]3(CN(CCO3)CCC(=O)OCC)C2=CC1